1-(6-((4-(((1S,4S)-4-aminocyclohexyl)amino)-5-(trifluoromethyl)pyrimidin-2-yl)amino)-3,4-dihydroisoquinolin-2(1H)-yl)-3-hydroxy-3-methylbutan-1-one NC1CCC(CC1)NC1=NC(=NC=C1C(F)(F)F)NC=1C=C2CCN(CC2=CC1)C(CC(C)(C)O)=O